C(C1=CC=CC=C1)(=O)OC[C@]1(O[C@H]([C@@H](C1)SC1=CC=C(C=C1)C)N1C(NC(C(=C1)F)=O)=O)C#C ((2R,4R,5R)-2-ethynyl-5-(5-fluoro-2,4-dioxo-3,4-dihydropyrimidin-1(2H)-yl)-4-(p-tolylthio)tetrahydrofuran-2-yl)methyl benzoate